1-(diphenylmethylene)amino-2-methylpropane C1(=CC=CC=C1)C(C1=CC=CC=C1)=NCC(C)C